phenyl (4-(ethylsulfonyl)phenyl)carbamate C(C)S(=O)(=O)C1=CC=C(C=C1)NC(OC1=CC=CC=C1)=O